3-[4-[3-[[(3S,4S)-3-fluoro-4-piperidyl]oxymethyl]cyclobutyl]-3-methyl-2-oxo-benzimidazol-1-yl]piperidine-2,6-dione F[C@H]1CNCC[C@@H]1OCC1CC(C1)C1=CC=CC=2N(C(N(C21)C)=O)C2C(NC(CC2)=O)=O